C(C)(C)(C)OC(N(C)C)N(C)C 1-tertbutoxy-N,N,N',N'-tetramethylmethanediamine